O[C@@H]1[C@H](CCCC1)NC(=O)C=1C=CC(=C(C1)NC(=O)C=1C=NC=C(C1)C1=CC(=CC=C1)C(F)(F)F)C N-(5-{[(1S,2S)-2-hydroxycyclohexyl]carbamoyl}-2-methylphenyl)-5-[3-(trifluoromethyl)phenyl]pyridine-3-carboxamide